CN1C[C@@H](CC1=O)OC(=O)N1CCN(CC1)C1=NC=2N(C=C1)N=CC2C=2C(=NC=C(C2)F)OC2CC2 [(3R)-1-methyl-5-oxo-pyrrolidin-3-yl]4-[3-[2-(cyclopropoxy)-5-fluoro-3-pyridyl]pyrazolo[1,5-a]pyrimidin-5-yl]piperazine-1-carboxylate